C(=C)C(C)(C1=CC=CC=C1)C=C bisvinyl-phenyl-ethane